perfluorosulfonate FS(=O)(=O)[O-]